NC1=CC=C(C=C1)CCNC1=CC(=NC2=CC=C(C=C12)OC)Cl N-(4-aminophenylethyl)-2-chloro-6-methoxyquinolin-4-amine